C1(=CC=CC=C1)[C@H](C)N (S)-1-phenylethane-1-amine